C1(CC1)C=1N=CC=2C3=C(C=C(C2C1)S(=O)(=O)NCC(C)(C)F)CCC3NC3=C1C(=CN=C3)N(N=C1)C 3-cyclopropyl-N-(2-fluoro-2-methylpropyl)-9-[(1-methylpyrazolo[3,4-c]pyridin-4-yl)amino]-8,9-dihydro-7H-cyclopenta[h]isoquinoline-5-sulfonamide